N1=CC=C(C=C1)C=1SC=2C(C=3C=CC=NC3C(C2N1)=O)=O 2-(pyridin-4-yl)thiazolo[5,4-g]quinoline-4,9-dione